ClC=1C=C(C(=NC1NC1=CC2=C(N(C(N2CCC(C)(C)O)=O)C)C=C1)N1CC(C(C(C1)C)(F)F)N1C(C2=CC=CC=C2C1=O)=O)C#N 5-chloro-2-[3-(1,3-dioxoisoindolin-2-yl)-4,4-difluoro-5-methyl-1-piperidyl]-6-[[3-(3-hydroxy-3-methyl-butyl)-1-methyl-2-oxo-benzimidazol-5-yl]amino]pyridine-3-carbonitrile